(2S)-3-{bicyclo[3.1.0]hexan-2-yl}-2-({5-[(1S)-1-[(5-chloro-2-methylpyridin-3-yl)amino]ethyl]thiophen-2-yl}formamido)-N-{3-cyanobicyclo[1.1.1]pentan-1-yl}propanamide C12C(CCC2C1)C[C@@H](C(=O)NC12CC(C1)(C2)C#N)NC(=O)C=2SC(=CC2)[C@H](C)NC=2C(=NC=C(C2)Cl)C